5-trimethylsilyl-1-benzylcyclopentadiene C[Si](C1C=CC=C1CC1=CC=CC=C1)(C)C